bis-(4-nitrophenyl) carbonate C(OC1=CC=C(C=C1)[N+](=O)[O-])(OC1=CC=C(C=C1)[N+](=O)[O-])=O